(Z)-3-(3-(1-Fluoro-3-phenylprop-1-en-1-yl)-6-methoxy-2-phenyl-1H-indol-1-yl)-2,2-dimethylpropanamide F\C(=C/CC1=CC=CC=C1)\C1=C(N(C2=CC(=CC=C12)OC)CC(C(=O)N)(C)C)C1=CC=CC=C1